5-formyl-4-methyl-1-{(2S)-2-[4-(methylsulfonyl)piperazine-1-Yl]propyl}-1H-indole-2-carbonitrile C(=O)C=1C(=C2C=C(N(C2=CC1)C[C@H](C)N1CCN(CC1)S(=O)(=O)C)C#N)C